BrC1=NN2C(N(C(=C(C2=O)N2CCN(CC2)C(=O)OC(C)(C)C)C(C)CC=C)COCC[Si](C)(C)C)=N1 tert-butyl 4-(2-bromo-7-oxo-5-(pent-4-en-2-yl)-4-((2-(trimethylsilyl)ethoxy)methyl)-4,7-dihydro-[1,2,4]triazolo[1,5-a]pyrimidin-6-yl)piperazine-1-carboxylate